2-[1-[2-Isoindolin-2-yl-3-methyl-4-oxo-6-(trifluoromethyl)chromen-8-yl]ethylamino]benzoic Acid C1N(CC2=CC=CC=C12)C=1OC2=C(C=C(C=C2C(C1C)=O)C(F)(F)F)C(C)NC1=C(C(=O)O)C=CC=C1